3-(4-(hydroxyethyl)pyrimidin-2-yl)imidazole OCCC1=NC(=NC=C1)N1C=NC=C1